(E)-triethyl-(oct-4-en-4-yl)silane benzyl-N-[(1S,2S,3R,5R)-2-fluoro-8-azabicyclo[3.2.1]octan-3-yl]carbamate C(C1=CC=CC=C1)OC(N[C@H]1[C@H]([C@@H]2CC[C@H](C1)N2)F)=O.C(C)[Si](\C(\CCC)=C\CCC)(CC)CC